BrC1=CN=CC=2C(CCCC12)CS(=O)(=O)O.FC1=C(C(=CC=C1)F)C=1C(=C(N=NC1)C(=O)N)NC1=NC=C(C=C1)S(=O)(=O)C (2,6-difluorophenyl)-4-((5-(methanesulfonyl)pyridin-2-yl)amino)pyridazine-3-carboxamide (4-Bromo-5,6,7,8-tetrahydroisoquinolin-8-yl)methanesulfonate